CC=1N=CC=2C3=C(C=CC2C1)CC(O3)C(C)(C)O 2-(7-Methyl-2,3-dihydrofuro[3,2-h]isochinolin-2-yl)-propan-2-ol